3-(7-chloro-5-fluoro-1H-indol-4-yl)-2-(2,6-diethylphenyl)-5-[5-(trifluoromethyl)pyrimidin-2-yl]-6,7-dihydro-4H-pyrazolo[4,3-c]Pyridine ClC=1C=C(C(=C2C=CNC12)C=1N(N=C2C1CN(CC2)C2=NC=C(C=N2)C(F)(F)F)C2=C(C=CC=C2CC)CC)F